(3-bromobenzyl)-9H-pyrido[2,3-b]indole BrC=1C=C(CC=2C=CC3=C(NC4=CC=CC=C34)N2)C=CC1